N-[2-[3-[[4-[5-chloro-1-(2,6-dioxo-3-piperidyl)-3-methyl-2-oxo-benzimidazol-4-yl]-1-piperidyl]methyl]cyclobutyl]-6-methoxy-indazol-5-yl]-6-(trifluoromethyl)pyridine-2-carboxamide ClC1=C(C2=C(N(C(N2C)=O)C2C(NC(CC2)=O)=O)C=C1)C1CCN(CC1)CC1CC(C1)N1N=C2C=C(C(=CC2=C1)NC(=O)C1=NC(=CC=C1)C(F)(F)F)OC